NC1=C(C(=CC=C1)CN1C(OC=C1)=N)NC(NC(COC)(C)C1=CC(=CC=C1)Cl)=S 3-{2-amino-6-[(2-imino-2,3-dihydro-1,3-oxazol-3-yl)methyl]phenyl}-1-[2-(3-chlorophenyl)-1-methoxypropan-2-yl]thiourea